(S)-3-((S)-2-amino-3-hydroxypropyl)pyrrolidin-2-one N[C@@H](C[C@H]1C(NCC1)=O)CO